Ethyl [(1H-pyrazol-5-yl) carbamothioyl]carbamate N1N=CC=C1NC(=S)NC(OCC)=O